(2S,3R,4R)-1-acetyl-2-cyclopropyl-4-((5-fluoro-6-methylpyridin-2-yl)amino)-3-methyl-1,2,3,4-tetrahydroquinoline-6-carboxamide C(C)(=O)N1[C@H]([C@@H]([C@H](C2=CC(=CC=C12)C(=O)N)NC1=NC(=C(C=C1)F)C)C)C1CC1